3-(5-((1R,5S,6r)-3-((tert-butyldiphenylsilyl)oxy)bicyclo[3.1.0]hexan-6-yl)-1H-pyrazol-3-yl)-5-(trifluoromethyl)pyridine [Si](C1=CC=CC=C1)(C1=CC=CC=C1)(C(C)(C)C)OC1C[C@H]2C([C@H]2C1)C1=CC(=NN1)C=1C=NC=C(C1)C(F)(F)F